5-(4-(5-(trifluoromethyl)pyrimidin-2-yl)piperazine-1-carbonyl)furan-2-carbaldehyde FC(C=1C=NC(=NC1)N1CCN(CC1)C(=O)C1=CC=C(O1)C=O)(F)F